triethylene glycol di(acrylate) C(C=C)(=O)OCCOCCOCCOC(C=C)=O